diethylene glycol butyl ether zinc salt [Zn].C(CCC)OCCOCCO